ClC=1C=NN(C1C1=NN2C(C(CCC2)NC2=CC(=C(C=C2)C=2N(C=C(N2)C(F)(F)F)CC)OC)=C1)C(C)C 2-(4-chloro-1-isopropyl-1H-pyrazol-5-yl)-N-(4-(1-ethyl-4-(trifluoromethyl)-1H-imidazol-2-yl)-3-methoxyphenyl)-4,5,6,7-tetrahydropyrazolo[1,5-a]pyridin-4-amine